C1C[C@@H](O[C@@H]1CO)N2C=NC3=C(N=CN=C32)N The molecule is a purine 2',3'-dideoxyribonucleoside in which the nucleobase component is specified as adenine. It has a role as an EC 4.6.1.1 (adenylate cyclase) inhibitor and an EC 3.5.4.4 (adenosine deaminase) inhibitor. It is a purine 2',3'-dideoxyribonucleoside and a member of adenosines.